C[C@@H]1CNS(C2=C(O1)C=C(C=C2)OCCOCCOCCNC(OC(C)(C)C)=O)(=O)=O tert-butyl (R)-(2-(2-(2-((4-methyl-1,1-dioxido-3,4-dihydro-2H-benzo[b][1,4,5]oxathiazepin-7-yl)oxy)ethoxy)ethoxy)ethyl)carbamate